N[C@H](C(=O)N[C@H](C(=O)NCOCC(C(=O)OCC1=CC=CC=C1)(C)C)C)C(C)C benzyl 3-(((S)-2-((S)-2-amino-3-methylbutanamido) propanamido) methoxy)-2,2-dimethylpropanoate